COC(CCC1=CC(=C(C(=C1)C(C)C1=CC(=C(C(=C1)C(C)(C)C)O)C(C)(C)C)O)C(C)(C)C)=O.O=C(C(=O)O)CC α-Keto-Butyric Acid Methyl-3-(3-(tert-butyl)-5-(1-(3,5-di-tert-butyl-4-hydroxyphenyl)ethyl)-4-hydroxyphenyl)propanoate